1-methyl-2-[3-methyl-4-[(4,4,5,5-tetramethyl-1,3,2-dioxaborolan-2-yl)methyl]phenyl]-4-(trifluoromethyl)imidazole CN1C(=NC(=C1)C(F)(F)F)C1=CC(=C(C=C1)CB1OC(C(O1)(C)C)(C)C)C